N-(benzofuran-5-ylmethyl)-7-(4-bromo-3-chloro-benzoyl)-2-(4-isopropoxyphenyl)-3-oxo-6,8-dihydro-5H-imidazo[1,5-a]pyrazine-1-carboxamide O1C=CC2=C1C=CC(=C2)CNC(=O)C=2N(C(N1C2CN(CC1)C(C1=CC(=C(C=C1)Br)Cl)=O)=O)C1=CC=C(C=C1)OC(C)C